3-(5-(1-(4-ethylbenzyl)piperidin-4-yl)-1-oxoisoindolin-2-yl)piperidine-2,6-dione C(C)C1=CC=C(CN2CCC(CC2)C=2C=C3CN(C(C3=CC2)=O)C2C(NC(CC2)=O)=O)C=C1